4-(6-methoxy-5-(trifluoromethyl)pyridin-3-yl)butyric acid COC1=C(C=C(C=N1)CCCC(=O)O)C(F)(F)F